C(C)(C)OC1=NC=2N(C=C1C(=O)O)C=CN2 7-isopropoxyimidazo[1,2-a]Pyrimidine-6-carboxylic acid